2-ethyl-3,5-dimethylpiperazine C(C)C1NCC(NC1C)C